C1(CC1)N1C=C(C2=CC=CC=C12)C1=NC(=NC=C1)NC=1C(=CC(=C(C1)NC(C=C)=O)N(C)CCN(C)C)OC N-[5-[[4-(1-cyclopropyl-1H-indol-3-yl)-2-pyrimidinyl]amino]-2-[[2-(dimethylamino)ethyl]methylamino]-4-methoxyphenyl]-2-propenamide